N-(2-methyl-5-nitrophenyl)-4-(3-pyridyl)-2-pyrimidineamine CC1=C(C=C(C=C1)[N+](=O)[O-])NC1=NC=CC(=N1)C=1C=NC=CC1